ClC1=CC=C(O1)C1C(=NN(C1(C(=O)N[C@@H]1C2C(OC1)[C@H](CO2)N(C)C)C)C2=C(C=C(C=C2)F)F)C2=C(C=C(C=C2)F)F 4-(5-chlorofuran-2-yl)-1,3-bis(2,4-difluorophenyl)-N-((3S,6S)-6-(dimethylamino)hexahydrofuro[3,2-b]furan-3-yl)-5-methyl-4,5-dihydro-1H-pyrazole-5-carboxamide